C(CCCCCCCCCCCCCCCCC)(=O)[O-].C(CCCCCCCCCCCCCCCCC)(=O)[O-].C(CCCCCCCCCCCCCCCCC)(=O)[O-].C(CCCCCCCCCCCCCCCCC)(=O)[O-].[Ti+4] titanium tetra(stearate)